CN(C(C(=O)N[C@@H]1[C@@H](N(CC1)C(=O)OC(C)(C)C)CC=1C=C(C=CC1)C1=CC(=CC=C1)F)=O)C tert-butyl (2S,3S)-3-[2-(dimethylamino) (oxo)acetamido]-2-[(3'-fluoro[1,1'-biphenyl]-3-yl)methyl]pyrrolidine-1-carboxylate